1,1,3,3,5,5-Hexamethyltrisiloxane C[SiH](O[Si](O[SiH](C)C)(C)C)C